NC=1C=2N(C=CN1)C(=NC2C2=CC=C(C=C2)[C@@](C)(O)C2=CC(=CC=C2)C2CCC2)[C@H]2CN1C(CC[C@@H]1CC2)=O (6R,8aS)-6-(8-Amino-1-{4-[(1R)-1-(3-cyclobutylphenyl)-1-hydroxyethyl]phenyl}imidazo[1,5-a]-pyrazin-3-yl)hexahydroindolizin-3(2H)-on